OC1=C(C=NO)C=C(C=C1)CCCCCCCCCCCC 2-hydroxy-5-dodecyl-benzaldoxime